C(C)(C)(C)OC(CCCCCCCCCCCCCCCCCCC(=O)O)=O eicosanedioic acid tert-butyl ester